CS(=O)(=O)C1=CC=C(C=C1)[C@@H]1CC[C@H](CC1)C=O trans-4-(4-(Methylsulfonyl)phenyl)cyclohexanecarbaldehyde